N-prop-2-enyl-2H-tetrazole C(C=C)N1NNN=C1